C1(CCCCCCCCCCCCCC1)CCC(=O)OCCCCCC(CCCCCOC(CCC1CCCCCCCCCCCCCC1)=O)=O 6-Oxoundecane-1,11-diyl bis(3-cyclopentadecylpropanoate)